ethyl 6-(5-(3-(aminomethyl) phenyl)-6-(hydroxymethyl)-3-methylpyrazin-2-yl)-2-naphthoate NCC=1C=C(C=CC1)C=1N=C(C(=NC1CO)C=1C=C2C=CC(=CC2=CC1)C(=O)OCC)C